ClC1=NN(C(=C1)C(=O)OC)CCC1CCNCC1 methyl 3-chloro-1-(2-(piperidin-4-yl)ethyl)-1H-pyrazole-5-carboxylate